FC1=C(N=C(C2=C1N=C(N=C2)OC[C@]21CCCN1C[C@@H](C2)F)OC(C)C)C2=CC(=CC1=CC=C(C(=C21)C#C[Si](C(C)C)(C(C)C)C(C)C)F)O 8-fluoro-7-(7-fluoro-3-hydroxy-8-((triisopropylsilyl)ethynyl)naphthalene-1-yl)-2-(((2R,7aS)-2-fluorotetrahydro-1H-pyrrolizin-7a(5H)-yl)methoxy)-5-isopropoxypyrido[4,3-d]pyrimidine